(4-fluoro-5-(methyl-((1S,2S)-2-(methylamino)cyclohexyl)amino)-1-oxoisoindolin-2-yl)piperidine-2,6-dione FC1=C2CN(C(C2=CC=C1N([C@@H]1[C@H](CCCC1)NC)C)=O)N1C(CCCC1=O)=O